N-{4-[(7-{2-[(tert-butyldimethylsilyl)oxy]ethoxy}-6-methoxyquinolin-4-yl)oxy]-3,5-difluorophenyl}-4-chloropyridine-3-carboxamide [Si](C)(C)(C(C)(C)C)OCCOC1=C(C=C2C(=CC=NC2=C1)OC1=C(C=C(C=C1F)NC(=O)C=1C=NC=CC1Cl)F)OC